COC=1C=CC(=C(C1)C=O)N1N=CC=N1 [5-methoxy-2-(triazol-2-yl)phenyl]methanone